C(C)OP(=O)(OCC)CC[C@@H]1[C@@H]([C@H]([C@@H]([C@H](O1)CC(=O)O)CC(=O)O)CC(=O)O)CC(=O)O (2R,3S,4S,5R,6R)-6-(2-(diethoxyphosphoryl)ethyl)tetrahydro-2H-pyran-2,3,4,5-tetraacetic acid